[Li].[Ge].[Ga] gallium germanium lithium